trisacryl-(N-acryloyl-2-amino-2-hydroxymethylpropane-1,3-diol) C(=O)(C=C)C(C(C(O)(C(=O)C=C)C(=O)C=C)(CO)NC(C=C)=O)O